(2R)-((1R)-(4-pentynoyl)-(2S)-methoxy-(2S)-methylpentyl)-(5R)-cyano-(3S)-Z-propenyl-pyrrolidine-1-carboxylic acid tert-butyl ester C(C)(C)(C)OC(=O)N1[C@@]([C@H](CC1)[C@@]([C@H](CCC)C(CCC#C)=O)(C)OC)(\C=C/C)C#N